C(C)[C@H]1N(C[C@@H]2N(C1)C(N(C2)C2(CCC2)C(F)(F)F)=O)C=2C(=NC(=CC2)C=2C(=NC=CC2)OCC)C=O 3-[(6R,8aS)-6-ethyl-3-oxo-2-[1-(trifluoromethyl)cyclobutyl]-5,6,8,8a-tetrahydro-1H-imidazo[1,5-a]pyrazin-7-yl]-6-(2-ethoxy-3-pyridyl)pyridine-2-carbaldehyde